P(O)(O)O.P(O)(O)O.C(CCCCCCCCCCCC)CCCC(C1=CC(=C(C=C1C)O)C(C)(C)C)C1=CC(=C(C=C1C)O)C(C)(C)C (tridecyl)4,4'-n-butylidenebis(2-tert-butyl-5-methylphenol) bisphosphite